NCCC1=CC=C(C=C1)NC(C1=CN=C(C=C1)CN(CC1=NC=CC=C1)CC1=NC=CC=C1)=O N-(4-(2-aminoethyl)phenyl)-6-((bis(pyridin-2-ylmethyl)amino)methyl)nicotinamide